ClC1=CC=C(C=C1)C=1N=C(C=2N(C1)N=C(N2)NCC(C(F)(F)F)O)C=2C=NN(C2)C 3-((6-(4-Chlorophenyl)-8-(1-methyl-1H-pyrazol-4-yl)-[1,2,4]triazolo[1,5-a]pyrazin-2-yl)amino)-1,1,1-trifluoropropan-2-ol